3-(((S)-7-((2S,4R)-2-(2,5-Difluorophenyl)-4-(isopropylamino)piperidine-1-carbonyl)-10-methoxy-7-azaspiro[4.5]decan-10-yl)methyl)-6-(2-methoxyphenyl)pyrimidin-4(3H)-one FC1=C(C=C(C=C1)F)[C@H]1N(CC[C@H](C1)NC(C)C)C(=O)N1CC2(CCCC2)[C@](CC1)(OC)CN1C=NC(=CC1=O)C1=C(C=CC=C1)OC